ClC1=NC=C2C(=N1)N(N=C2)C2CCC(CC2)NC(OC)=O methyl N-[4-(6-chloropyrazolo[3,4-d]pyrimidin-1-yl)cyclohexyl]carbamate